niobium n-butoxide n-butoxide [O-]CCCC.[O-]CCCC.[Nb+2]